2-methoxy-4,5-methylendioxyamphetamine COC1=C(CC(N)C)C=C2C(=C1)OCO2